ClC1=C(C(=O)NC=2C(=C(C=C(C2)F)C=2OC=3C(=NC=C(C3)NC(OC(C)(C)C)=O)N2)C)C=CC(=C1F)F tert-butyl (2-(3-(2-chloro-3,4-difluorobenzamido)-5-fluoro-2-methylphenyl)oxazolo[4,5-b]pyridin-6-yl)carbamate